BrC=1N=C(N(C1)C)C(=O)N 4-bromo-1-methyl-1H-imidazole-2-carboxamide